FC(C(=O)OCC1CCC(CC1)N1C(C2=C(C(=C(C=C2C1)Br)OC)Br)=O)(F)F [4-(5,7-dibromo-6-methoxy-1-oxo-isoindolin-2-yl)cyclohexyl]methyl 2,2,2-trifluoroacetate